C1N(CC2=CC=CC=C12)CC1=C2C=CC=NC2=C(C=C1)OCC1CCN(CC1)S(=O)(=O)C 5-(Isoindolin-2-ylmethyl)-8-((1-(methylsulfonyl)piperidin-4-yl)methoxy)quinoline